ClC1=C(N=CC(=N1)N)C1=CC(=CC=C1)[C@H]1CC(CC1)OC(F)(F)F 6-chloro-5-(3-((1R)-3-(trifluoromethoxy)cyclopentyl)phenyl)pyrazin-2-amine